6-chloro-2-diethylamino-4-methoxy-1-methacryloyloxynaphthalene ClC=1C=C2C(=CC(=C(C2=CC1)OC(C(=C)C)=O)N(CC)CC)OC